3-(2-methyltetrahydrofuran-2-yl)propiolic acid CC1(OCCC1)C#CC(=O)O